C[Si](CCCCCC[SiH2]C(NCCC[Si](C)(OCC)OCC)NCCC[Si](OCC)(OCC)C)(OC)OC 1-methyldimethoxysilyl-6-bis(methyldiethoxysilylpropylamino)methylsilylhexane